aziridin-1-yl-N,N-bis(2-chloroethyl)phosphonamidic acid N1(CC1)P(O)(=O)N(CCCl)CCCl